BrC=1C=C(C=CC1)[C@@H](C)NC(=O)C1=NN(C(C=C1)=O)C1=C(C=CC=C1)F N-[(1R)-1-(3-Bromophenyl)ethyl]-1-(2-fluorophenyl)-6-oxo-pyridazine-3-carboxamide